CCC1=CC[C@H]2[C@@H]3CCC4=CCCC[C@]4(C)C3=CC[C@]12C pregna-4,9(11),16-triene